COC(C(=O)NC1(CCNCC1)CC1=NC=CC=C1)=C (R)-2-methoxy-N-(4-(pyridin-2-ylmethyl)piperidin-4-yl)propenamide